tert-Butyl 2-isopropyl-1-phenylhydrazinecarboxylate C(C)(C)NN(C(=O)OC(C)(C)C)C1=CC=CC=C1